CC1(CN(CC1)C(=O)NC1=CC=C(C=C1)C(F)(F)F)CNC(CC)=O 3-Methyl-3-(propanamidomethyl)-N-[4-(trifluoromethyl)phenyl]pyrrolidine-1-carboxamide